1-[2-[2-(2-methoxyethoxy)ethoxy]ethyl]-3,5-dimethyl-4-nitro-pyrazole COCCOCCOCCN1N=C(C(=C1C)[N+](=O)[O-])C